3,5-difluoro-N-[3-methoxy-4-(1,2,3,6-tetrahydro-pyridin-4-yl)-phenyl]-4-(1,2,3,6-tetrahydro-pyridin-4-yl)-benzamide FC=1C=C(C(=O)NC2=CC(=C(C=C2)C=2CCNCC2)OC)C=C(C1C=1CCNCC1)F